5,7-dichlorobenzo[d]thiazol-2-amine ClC=1C=C(C2=C(N=C(S2)N)C1)Cl